N-((6-(thiazol-4-ylmethoxy)-5-(trifluoromethoxy)-1H-indol-2-yl)methyl)pyrrolidine-1-carboxamide S1C=NC(=C1)COC1=C(C=C2C=C(NC2=C1)CNC(=O)N1CCCC1)OC(F)(F)F